ClC1=CC(=C(C=C1)[C@@]1(OC2=C(O1)C=CC=C2C2CCN(CC2)CC2=NC1=C(N2C[C@H]2OCC2)C=CC=C1)C)F 2-({4-[(2S)-2-(4-Chloro-2-fluorophenyl)-2-methyl-1,3-benzodioxol-4-yl]piperidin-1-yl}methyl)-1-[(2S)-oxetan-2-ylmethyl]-1H-benzimidazol